3-p-tolyl-1H-pyrazolo[3,4-d]pyrimidin-4-amine C1(=CC=C(C=C1)C1=NNC2=NC=NC(=C21)N)C